CC1=C(C=CC(=C1)C1=NN=CN1)C1=CN=C2C(=N1)NC1(C(N2)=O)CCC1 7'-(2-methyl-4-(4H-1,2,4-triazol-3-yl)phenyl)-1'H-spiro[cyclobutane-1,2'-pyrazino[2,3-b]pyrazin]-3'(4'H)-one